5-fluoro-7-(furan-2-yl)-1-methyl-1H-indole FC=1C=C2C=CN(C2=C(C1)C=1OC=CC1)C